NC(C(=O)N[C@@H](C(C)C)C(=O)N[C@H](CCC(=O)O)C(=O)O)(C)C1=CC=C(C=C1)Cl (2-amino-2-(4-chlorophenyl)propanoyl)-L-valyl-D-glutamic acid